2-(4-(((5-fluoro-6-(methyl(4-(trifluoromethyl)benzyl)amino)pyrimidin-4-yl)amino)methyl)-3-hydroxypiperidin-1-yl)acetamide FC=1C(=NC=NC1N(CC1=CC=C(C=C1)C(F)(F)F)C)NCC1C(CN(CC1)CC(=O)N)O